tert-butyl (S)-(4-(3-chloro-4-(2-chloro-3-((3-fluoro-4-formylpyridin-2-yl)amino)phenyl)pyridin-2-yl)-2-fluoro-6-methoxybenzyl)((5-oxopyrrolidin-2-yl)methyl)carbamate ClC=1C(=NC=CC1C1=C(C(=CC=C1)NC1=NC=CC(=C1F)C=O)Cl)C1=CC(=C(CN(C(OC(C)(C)C)=O)C[C@H]2NC(CC2)=O)C(=C1)OC)F